2-[1-[3,6-Dimethyl-4-oxo-2-(1-piperidyl)chromen-8-yl]ethylamino]benzoic acid CC1=C(OC2=C(C=C(C=C2C1=O)C)C(C)NC1=C(C(=O)O)C=CC=C1)N1CCCCC1